FC1=CC=C(C=C1)N1N=CC2=C1C=C1CCN(C[C@]1(C2)C(=O)C2=NC=CC=C2)S(=O)(=O)C2=CN=NN2C (R)-(1-(4-fluorophenyl)-6-((1-methyl-1H-1,2,3-triazol-5-yl)sulfonyl)-4,4a,5,6,7,8-hexahydro-1H-pyrazolo[3,4-g]isoquinolin-4a-yl)(pyridin-2-yl)methanone